ClCC1=C(C=CC=C1)S(=O)(=O)C 1-(chloromethyl)-2-(methylsulfonyl)benzene